C(C1=CC=CC=C1)OC1=C2C(=CNC2=CC=C1C)CCN(CC)CC 2-(4-(benzyloxy)-5-methyl-1H-indol-3-yl)-N,N-diethylethan-1-amine